2-chloro-2'-iodo-5-methyl-1,1'-biphenyl ClC1=C(C=C(C=C1)C)C1=C(C=CC=C1)I